[Ta].[Nb].[Ni] nickel niobium tantalum